4-[5-(4-chlorophenyl)-1-[3-(trifluoromethyl)phenyl]pyrrol-2-yl]-N-[2-(dimethylamino)ethyl]-benzamide hydrochloride Cl.ClC1=CC=C(C=C1)C1=CC=C(N1C1=CC(=CC=C1)C(F)(F)F)C1=CC=C(C(=O)NCCN(C)C)C=C1